ClC=1C=C(C=CC1F)NC1=NC=NC2=CC(=C(C=C12)O[C@@H]1CC[C@@H](CC1)NC(C)=O)OC 4-[(3-chloro-4-fluorophenyl)amino]-6-(cis-4-acetylamino-cyclohexan-1-yloxy)-7-methoxy-quinazoline